(R)-1-((4-hydroxy-1-(3-phenylbutyryl)piperidin-4-yl)methyl)-6-oxo-4-phenyl-1,6-dihydropyridine-3-carboxylic acid ethyl ester C(C)OC(=O)C1=CN(C(C=C1C1=CC=CC=C1)=O)CC1(CCN(CC1)C(C[C@@H](C)C1=CC=CC=C1)=O)O